6-(3,7-dimethylimidazo[1,5-b]pyridazin-2-yl)-3-(trifluoromethyl)-5,6,7,8-tetrahydro-1,6-naphthyridine CC1=CC=2N(N=C1N1CC=3C=C(C=NC3CC1)C(F)(F)F)C(=NC2)C